2-methyl-7,8-dihydro-4H-pyrazolo[1,5-a][1,3]diazepin-5(6H)-one CC1=NN2C(NC(CCC2)=O)=C1